1,3-dimethyl-5-((6-(4-(trifluoromethyl)piperidin-1-yl)pyridin-3-yl)amino)-1,3-dihydro-2H-benzo[d]imidazol-2-one CN1C(N(C2=C1C=CC(=C2)NC=2C=NC(=CC2)N2CCC(CC2)C(F)(F)F)C)=O